FC=1C=C(C=CC1)[C@H]1N(CCNC1)C(=O)N1CC2(CCCC2)[C@@H](CC1)CN1C=NC(=CC1=O)C1=C(C=CC=C1)OC 3-(((R)-7-((R)-2-(3-Fluorophenyl)piperazine-1-carbonyl)-7-azaspiro[4.5]decan-10-yl)methyl)-6-(2-methoxyphenyl)pyrimidin-4(3H)-one